N-(6-(4,4-difluoroazepan-1-yl)-2,2-dimethyl-2,3-dihydrobenzofuran-5-yl)pyrazolo[1,5-a]pyrimidine-3-carboxamide FC1(CCN(CCC1)C1=CC2=C(CC(O2)(C)C)C=C1NC(=O)C=1C=NN2C1N=CC=C2)F